S(=O)(=O)(O)O.CN1CC=C(C=C1)C1=CC=NC=C1 N-methyl-4,4'-bipyridine sulfate